N1(CCCC1)CCCOC1=CC(=NC=C1)N 4-[3-(pyrrolidin-1-yl)propoxy]pyridin-2-amine